5-(4-(2-aminoethyl)piperidin-1-yl)-2-(2,6-dioxopiperidin-3-yl)isoindole-1,3-dione hydrochloride Cl.NCCC1CCN(CC1)C=1C=C2C(N(C(C2=CC1)=O)C1C(NC(CC1)=O)=O)=O